ClC=1C(=NC(=NC1)NC1=CC(=C(C=C1OC)N1CCC2(CN(C2)C(C)=O)CC1)CC)NC1=C(C(=C(C=C1)C)C)P(=O)(C)C 1-(7-(4-((5-chloro-4-((2-(dimethylphosphoryl)-3,4-dimethylphenyl)amino)pyrimidin-2-yl)amino)-2-ethyl-5-methoxyphenyl)-2,7-diazaspiro[3.5]nonan-2-yl)ethan-1-one